[C@@H]1(CCCC2=CC=CC=C12)N1C(C2=CC=CC=C2C1=O)=O (S)-2-(1,2,3,4-tetrahydronaphthalen-1-yl)isoindoline-1,3-dione